2-fluoro-6-{[2-(methoxycarbonyl)benzyl]amino}-9-(tetrahydrofuran-2-yl)-9H-purine FC1=NC(=C2N=CN(C2=N1)C1OCCC1)NCC1=C(C=CC=C1)C(=O)OC